(S)-2-((R)-7-(tert-butoxycarbonyl)-4-oxo-1-oxa-3,7-diazaspiro[4.4]nonan-3-yl)-3-methylbutanoic acid C(C)(C)(C)OC(=O)N1C[C@@]2(C(N(CO2)[C@H](C(=O)O)C(C)C)=O)CC1